((1R,3R,5S,7R)-3,5-dimethyladamantan-1-yl)-2,2-difluorocyclobutane-1-carboxamide C[C@]12CC3(CC(C[C@@](C1)(C3)C)C2)C2(C(CC2)(F)F)C(=O)N